ethyl α-formyloxyisobutyrate C(=O)OC(C(=O)OCC)(C)C